benzyl (R)-(6-(3-(1-aminoethyl)phenoxy)hexyl)carbamate N[C@H](C)C=1C=C(OCCCCCCNC(OCC2=CC=CC=C2)=O)C=CC1